C(C1=CC=CC=C1)OC=1C=C(COC(C(=O)OC)(C)C2=CC=CC=C2)C=CC1 methyl 2-((3-(benzyloxy)benzyl)oxy)-2-phenylpropanoate